FC1=C(C=CC=C1F)C(=O)N1CCC2(C(N3[C@H](O2)CC[C@H]3C3=CC(=CC(=C3)F)F)=O)CC1 (5'S,7a'R)-1-(2,3-difluoro-benzene-1-carbonyl)-5'-(3,5-difluorophenyl)tetra-hydro-3'H-spiro[piperidine-4,2'-pyrrolo[2,1-b][1,3]oxazol]-3'-one